C(C)(=O)S=C(C)O S-Acetylthioacetic acid